1-{3-amino-6-[4-(4-methylpiperazin-1-yl)phenyl]pyrazin-2-yl}-N-(3-fluoropyridin-4-yl)pyrazole-4-carboxamide NC=1C(=NC(=CN1)C1=CC=C(C=C1)N1CCN(CC1)C)N1N=CC(=C1)C(=O)NC1=C(C=NC=C1)F